FC(CO)(F)C=1C(=C(C=CC1)C(C)NN1C=C(O[C@@H](C1)CCOC)C)F (R)-4-((1-(3-(1,1-difluoro-2-hydroxyethyl)-2-fluorophenyl)ethyl)amino)-6-(2-methoxyethyl)-2-methyl-6H-[1,4]oxazin